2-methoxyl-4-(2-propenyl)phenol O(C)C1=C(C=CC(=C1)CC=C)O